COC=1C(=CC(=C(C1)N1CCC(CC1)CN1CCN(CC1)C1=CC=C(C=C1)N1C(NC(CC1)=O)=O)C=1C=NN(C1)C)[N+](=O)[O-] 1-(4-(4-((1-(5-methoxy-2-(1-methyl-1H-pyrazol-4-yl)-4-nitrophenyl)piperidin-4-yl)methyl)piperazin-1-yl)phenyl)dihydropyrimidine-2,4(1H,3H)-dione